N1C=C(C=2C1=NC=CC2)C=2SC=C(N2)C=2C=C(C=CC2)[C@]2(C[C@H](C=1C2=NC=CC1)O)O trans-7-(3-(2-(1H-pyrrolo[2,3-b]pyridin-3-yl)thiazol-4-yl)phenyl)-6,7-dihydro-5H-cyclopenta[b]pyridine-5,7-diol